tert-butyl-3-(5-bromopyrazin-2-yl)-3,6-diazabicyclo[3.1.1]heptane-6-formate C(C)(C)(C)OC(=O)N1C2CN(CC1C2)C2=NC=C(N=C2)Br